3-(2-ethyl-6-methylphenyl)-2-iminothiazolidin-4-one C(C)C1=C(C(=CC=C1)C)N1C(SCC1=O)=N